CC=1C=2N(C=CC1)N=C(C2)[C@H]2N(CCC1=C2N=CN1)C(=O)C=1OC(=NN1)C1=CC=NC=C1 (S)-(4-(4-methylpyrazolo[1,5-a]pyridin-2-yl)-6,7-dihydro-1H-imidazo[4,5-c]pyridin-5(4H)-yl)(5-(pyridin-4-yl)-1,3,4-oxadiazol-2-yl)methanone